C(C)(C)(C)C=1C=C2C=CC3=C(C(=C(C4=CC=C(C1)C2=C43)C4=CC=C(C=C4)OC)O)C4=CC=C(C=C4)OC 7-tert-butyl-1,3-di-(4-methoxyphenyl)-2-hydroxypyrene